3-(4-Chloro-2-ethyl-2H-indazol-5-yl)-5-methyl-6-((1R,2R,4S)-2-(methylamino)-7-azabicyclo[2.2.1]heptan-7-yl)-1,5-dihydro-4H-pyrazolo[3,4-d]pyrimidin-4-one ClC=1C2=CN(N=C2C=CC1C1=NNC=2N=C(N(C(C21)=O)C)N2[C@H]1[C@@H](C[C@@H]2CC1)NC)CC